2,3-Dimethoxytoluol COC1=C(C=CC=C1OC)C